N-(2-methoxy-5-(4-(piperidin-4-yl)pyrido[3,2-d]pyrimidin-6-yl)pyridin-3-yl)-2,4-dimethylthiazol-5-sulfonamide trifluoroacetate FC(C(=O)O)(F)F.COC1=NC=C(C=C1NS(=O)(=O)C1=C(N=C(S1)C)C)C=1C=CC=2N=CN=C(C2N1)C1CCNCC1